({5-[4-(Trifluoromethoxy)phenyl]-1H-imidazol-2-yl}methyl)carbamic acid tert-butyl ester C(C)(C)(C)OC(NCC=1NC(=CN1)C1=CC=C(C=C1)OC(F)(F)F)=O